tert-butyl (2S,4S)-4-(7-bromo-6-fluoro-8-methyl-4-(methylthio)-1H-[1,2,3]triazolo[4,5-c]quinolin-1-yl)-2-(cyanomethyl)piperidine-1-carboxylate BrC=1C(=CC=2C3=C(C(=NC2C1F)SC)N=NN3[C@@H]3C[C@H](N(CC3)C(=O)OC(C)(C)C)CC#N)C